7-Bromo-2-chloro-4-(2-chlorophenyl)quinoline-3-carbonitrile BrC1=CC=C2C(=C(C(=NC2=C1)Cl)C#N)C1=C(C=CC=C1)Cl